tetramethylbiphenyl cyanate [O-]C#N.CC=1C(=C(C(=C(C1)C1=CC=CC=C1)C)C)C